lead zirconium nickel lead [Pb].[Ni].[Zr].[Pb]